ClC1=C(C=CC=C1C1=C(C(=NC=C1)C1=CC(=C(C=C1)CNC[C@@H]1NC(CC1)=O)OC)Cl)NC1=NC=CC(=C1F)CN1CC(C1)C(=O)O (R)-1-((2-((2-chloro-3-(3-chloro-2-(3-methoxy-4-((((5-oxopyrrolidin-2-yl)methyl)amino)methyl)phenyl)pyridin-4-yl)phenyl)amino)-3-fluoropyridin-4-yl)methyl)azetidine-3-carboxylic acid